6-(3-fluoro-4-methoxy-phenyl)-1-[(5-methylisoxazol-3-yl)methyl]-3H-imidazo[4,5-b]pyridin-2-one FC=1C=C(C=CC1OC)C=1C=C2C(=NC1)NC(N2CC2=NOC(=C2)C)=O